3'-methoxy-11',12'-dihydrospiro[piperidine-4,10'-[1,4]diazepino[5',6':4,5]thieno[3,2-f]quinoxalin]-8'(9'H)-one COC1=NC=2C=CC3=C(C2N=C1)C1=C(S3)C(NC3(CN1)CCNCC3)=O